N-[3-(2-ethoxyethoxy)-1-[(1r,4r)-4-aminocyclohexyl]-1H-pyrazol-4-yl]carbamic acid C(C)OCCOC1=NN(C=C1NC(O)=O)C1CCC(CC1)N